[Ti+4].C(C)CC(=O)[O-].C(C)CC(=O)[O-].C(C)CC(=O)[O-].C(C)CC(=O)[O-] (ethylacetate) titanium